l-N-Methylamino-3,5-dimethyl-adamantane hydrochloride Cl.CNC12CC3(CC(CC(C1)C3)(C2)C)C